C(C)(C)(C)OC(=O)N1CC2(C1)CN(C2)C2=C(C1=C(N=NC(=C1)C1=C(C=CC=C1)O)S2)C.BrC=2C=C(C(=NC2)OCCCN(C)C)S(=O)(=O)N 5-bromo-2-(3-(dimethylamino)propoxy)pyridine-3-sulfonamide tert-butyl-6-[3-(2-hydroxyphenyl)-5-methylthieno[2,3-c]pyridazin-6-yl]-2,6-diazaspiro[3.3]heptane-2-carboxylate